NC1=C(N=CC2=C(C(=CC=C12)F)C1=CN=CN1C)C(=O)NCCC 4-amino-7-fluoro-8-(1-methyl-1H-imidazol-5-yl)-N-propylisoquinoline-3-carboxamide